7-chloro-4-(1-(5-fluoro-2-methylbenzoyl)piperidin-4-yl)-1-methyl-1,4-dihydropyrido[2,3-b]pyrazine-2,3-dione ClC1=CC2=C(N(C(C(N2C)=O)=O)C2CCN(CC2)C(C2=C(C=CC(=C2)F)C)=O)N=C1